BrC1=CC(=C(C=C1)C(C(=O)N)Cl)C (4-bromo-2-methylphenyl)-2-chloroacetamide